(4R,5R,E)-3-(4-chlorophenyl)-N-((3,3-difluoropiperidin-1-yl)sulfonyl)-5-methyl-4-phenyl-4,5-dihydro-1H-pyrazole-1-carboximidoyl chloride ClC1=CC=C(C=C1)C1=NN([C@@H]([C@H]1C1=CC=CC=C1)C)\C(=N/S(=O)(=O)N1CC(CCC1)(F)F)\Cl